dimethyloxotin C[Sn](=O)C